methyl 3-(9-((4-(((tert-butoxycarbonyl)amino)methyl)phenyl)carbamoyl)-2-fluoro-6H-benzo[c]chromen-8-yl)-6-(propylcarbamoyl)picolinate C(C)(C)(C)OC(=O)NCC1=CC=C(C=C1)NC(=O)C1=CC2=C(COC3=CC=C(C=C23)F)C=C1C=1C(=NC(=CC1)C(NCCC)=O)C(=O)OC